(R)-(4-((1-(5-amino-2-fluoro-3-(trifluoromethyl)phenyl)ethyl)amino)-2-methyl-6-(methylamino)quinazoline-7-yl)(morpholino)methanone NC=1C=C(C(=C(C1)[C@@H](C)NC1=NC(=NC2=CC(=C(C=C12)NC)C(=O)N1CCOCC1)C)F)C(F)(F)F